2-[1-(2-cyanopyridin-3-yl)-1-phenylpropan-2-yl]-5-methoxy-1-methyl-6-oxopyrimidine-4-carboxylic acid lithium [Li].C(#N)C1=NC=CC=C1C(C(C)C=1N(C(C(=C(N1)C(=O)O)OC)=O)C)C1=CC=CC=C1